4-(3-cyanophenyl)-6-pentylquinolin C(#N)C=1C=C(C=CC1)C1=CC=NC2=CC=C(C=C12)CCCCC